CN(CCCNS(=O)(=O)CCCC)C N-(3-(dimethylamino)propyl)butane-1-sulfonamide